ClC=1C=CC(=C(C1)C=1N=CN(C(C1)=O)[C@H](C(=O)NC1=CC=C(C(=O)O)C=C1)C)N1N=NC(=C1)Cl (S)-4-(2-(4-(5-chloro-2-(4-chloro-1H-1,2,3-triazol-1-yl)phenyl)-6-oxopyrimidin-1(6H)-yl)propanamido)benzoic acid